C(C1=CC=CC=C1)N(C(C)=O)\C(=C/C=C)\C1=CC=C(C=C1)Br (Z)-N-BenZyl-N-(1-(4-bromophenyl)buta-1,3-dien-1-yl)acetamide